1-((2-(2-(2,6-dioxopiperidin-3-yl)-1-oxoisoindolin-5-yl)pyridin-4-yl)methyl)piperidine-4-carboxamide O=C1NC(CCC1N1C(C2=CC=C(C=C2C1)C1=NC=CC(=C1)CN1CCC(CC1)C(=O)N)=O)=O